N-[2-[3-(triisopropoxysilyl) propylamino] ethyl] ethylenediamine tert-butyl (3S)-3-[4-[3-chloro-4-(pyrazin-2-ylmethoxy)anilino]quinazolin-6-yl]piperidine-1-carboxylate ClC=1C=C(NC2=NC=NC3=CC=C(C=C23)[C@H]2CN(CCC2)C(=O)OC(C)(C)C)C=CC1OCC1=NC=CN=C1.C(C)(C)O[Si](CCCNCCNCCN)(OC(C)C)OC(C)C